ClC=1C=CC(=C(C1)CC(CC(=O)OC)O)[N+](=O)[O-] methyl 4-(5-chloro-2-nitrophenyl)-3-hydroxybutyrate